(S)-3-(3,4-dichlorophenyl)-N,N-dimethyl-2-((4-(trifluoromethoxy)phenyl)sulfonamido)propanamide ClC=1C=C(C=CC1Cl)C[C@@H](C(=O)N(C)C)NS(=O)(=O)C1=CC=C(C=C1)OC(F)(F)F